O1COC2=C1C=C1C(=C2)C(=CC=C1)N1C(C(C2=CC=CC=C12)(O)C1=CC=C(C=C1)S(=O)(=O)NC(C)(C)C)=O 4-(1-benzo[f][1,3]benzodioxol-5-yl-3-hydroxy-2-oxo-indolin-3-yl)-N-tert-butyl-benzenesulfonamide